C(C)(C)(C)OC(=O)C1=CC=NC2=CC=C(C=C12)N1[C@H](CCC1)C (S)-6-(2-methylpyrrolidin-1-yl)quinoline-4-carboxylic acid tert-butyl ester